NC1=NC=C(C=C1C(=O)NC(C)C)C1=C(C=C(C=C1)N)C 2-Amino-5-(4-amino-2-methyl-phenyl)-N-isopropyl-pyridine-3-carboxamide